N1=C(C=NC=C1)[C@@H]1CC[C@H]2OC3(C(N21)=O)CC(C3)OCC3=CC=NC=2N3C=NN2 (5'S,7a'R)-5'-(pyrazin-2-yl)-3-[([1,2,4]triazolo[4,3-a]pyrimidin-5-yl)methoxy]tetrahydro-3'H-spiro[cyclobutane-1,2'-pyrrolo[2,1-b][1,3]oxazol]-3'-one